C1(CCCCC1)CCC1=CC(=C2C=NC(=NC2=C1)CSC1CCOCC1)F 7-(2-cyclohexylethyl)-5-fluoro-2-(((tetrahydro-2H-pyran-4-yl)thio)methyl)quinazolin